9-(2'-fluorobiphenyl-4-yl)-3,4,6,7,8,9-hexahydropyrido[2,1-c][1,2,4]thiadiazine 2,2-dioxide FC1=C(C=CC=C1)C1=CC=C(C=C1)C1CCCN2C1=NS(CC2)(=O)=O